N1(N=CC=C1)C=1C=CC(N(N1)CC1CCN(CC1)C(=O)C=1C=C2N=CC=NC2=CC1)=O 6-pyrazol-1-yl-2-[[1-(quinoxaline-6-carbonyl)piperidin-4-yl]methyl]pyridazin-3-one